N,N'-Bis[3-(3,5-di-tert-butyl-4-hydroxyphenyl)propionyl]hydrazine C(C)(C)(C)C=1C=C(C=C(C1O)C(C)(C)C)CCC(=O)NNC(CCC1=CC(=C(C(=C1)C(C)(C)C)O)C(C)(C)C)=O